(2-methyl-3-phenyl-2,4,5,7-tetrahydro-6H-pyrazolo[3,4-c]pyridin-6-yl)(6-(trifluoromethoxy)pyridin-2-yl)methanone CN1N=C2CN(CCC2=C1C1=CC=CC=C1)C(=O)C1=NC(=CC=C1)OC(F)(F)F